N1(CCC1)C1=NC(=CC=C1Br)SCC 2-(azetidin-1-yl)-3-bromo-6-(ethylsulfanyl)pyridine